3-(4-methoxyphenoxy)-1-(furan-2-yl)-N,N-dimethylpropylamine hydrochloride Cl.COC1=CC=C(OCCC(C=2OC=CC2)N(C)C)C=C1